5-(((3S,4R)-4-(4-amino-3-(4-phenoxyphenyl)-1H-pyrazolo[3,4-d]pyrimidin-1-yl)-3-fluoropiperidin-1-yl)methyl)-2-(2,6-dioxopiperidin-3-yl)isoindoline-1,3-dione NC1=C2C(=NC=N1)N(N=C2C2=CC=C(C=C2)OC2=CC=CC=C2)[C@H]2[C@H](CN(CC2)CC=2C=C1C(N(C(C1=CC2)=O)C2C(NC(CC2)=O)=O)=O)F